(S)-2-Amino-3-(4-iodophenyl)propanoic acid N[C@H](C(=O)O)CC1=CC=C(C=C1)I